(R)-N-(1-oxo-1-(4-(3-(trifluoromethoxy)phenyl-4-d)piperazin-1-yl-2,2,3,3,5,5,6,6-d8)propan-2-yl)acetamide O=C([C@@H](C)NC(C)=O)N1C(C(N(C(C1([2H])[2H])([2H])[2H])C1=CC(=C(C=C1)[2H])OC(F)(F)F)([2H])[2H])([2H])[2H]